C(C)C1(NC(N(C(C1)=O)C(CCOC)C=1C=CC(=C(C(=O)N[C@H]2[C@](CC3=CC=CC=C23)(C)O)C1)C(F)(F)F)=N)CC 5-[1-(4,4-diethyl-2-imino-6-oxo-hexahydropyrimidin-1-yl)-3-methoxy-propyl]-N-[(1R,2R)-2-hydroxy-2-methyl-indan-1-yl]-2-(trifluoromethyl)benzamide